CC(\C=C/C=O)(CC=C(C)C)C (Z)-4,4,7-trimethyl-octa-2,6-dienal